NC(CC(=O)O)C1=CC(=CC=C1)Br 3-amino-β-(3-bromophenyl)-propionic acid